2-chloro-4-bis(2-ethylhexyl)amino-6-ethyloxy-1,3,5-triazine ClC1=NC(=NC(=N1)N(CC(CCCC)CC)CC(CCCC)CC)OCC